C(C1=CC=CC=C1)N1N=C(C(C(=C1)OCC1=CC=CC=C1)=O)C(=O)[O-] 1-benzyl-5-(benzyloxy)-4-oxo-1,4-dihydropyridazine-3-carboxylate